2-[1-(3,3-dimethyl-1-cyclopenten-1-yl)ethoxy]-2-methylpropyl 2-hydroxypropanoate OC(C(=O)OCC(C)(C)OC(C)C1=CC(CC1)(C)C)C